NC1=CSC2=NC(=C(N=C21)C(=O)N[C@H]2CC=1C=CC(=NC1CC2)N2C[C@@H]([C@H](C2)OC)N)C 7-amino-N-[(6R)-2-[(3S,4S)-3-amino-4-methoxypyrrolidin-1-yl]-5,6,7,8-tetrahydroquinolin-6-yl]-3-methyl-thieno[2,3-b]pyrazine-carboxamide